5-(3,3-dimethylguanidino)-2-oxo-valeric acid CN(C(NCCCC(C(=O)O)=O)=N)C